6-amino-2-ethoxy-9-(2-methoxy-4-(((2-(piperazin-1-yl)ethyl)amino)methyl)benzyl)-9H-purin-8-ol NC1=C2N=C(N(C2=NC(=N1)OCC)CC1=C(C=C(C=C1)CNCCN1CCNCC1)OC)O